C1(=C(C=CC=C1)C1(CC1)C1=NOC(=N1)C1=NN(C2=CC=CC=C12)C1CCC(CC1)C(=O)OC)C methyl (1r,4r)-4-(3-(3-(1-(o-tolyl)cyclopropyl)-1,2,4-oxadiazol-5-yl)-1H-indazol-1-yl)cyclohexane-1-carboxylate